2-(5-((Z)-((1R,2S,5S)-2-fluoro-1,5-dimethyl-8-azabicyclo[3.2.1]octan-3-ylidene)methyl)pyrazin-2-yl)-5-(1H-imidazol-1-yl)phenol F[C@@H]\1[C@]2(CC[C@@](C/C1=C/C=1N=CC(=NC1)C1=C(C=C(C=C1)N1C=NC=C1)O)(N2)C)C